CC=1C=CC2=C(N(C(=N2)C2=NC=C(C=C2)[N+](=O)[O-])[C@@H](C)C2=CC=C(C=C2)C)C1 (S)-6-methyl-2-(5-nitropyridin-2-yl)-1-(1-(p-tolyl)ethyl)-1H-benzo[d]imidazole